[Cl-].C(C(=C)C)(=O)NCCC[N+](C)(C)C [3-(methacryloylamino)-propyl]trimethylammonium chloride